N1(N=NC2=C1N=CC=C2)O[P+](N(C)C)(N(C)C)N(C)C (1H-7-azabenzotriazol-1-yloxy)tris(dimethylamino)phosphonium